[(7R,9aR)-7-(4-chlorophenyl)-1,3,4,6,7,8,9,9a-octahydropyrido[1,2-a]pyrazin-2-yl]-(1H-indol-4-yl)methanone ClC1=CC=C(C=C1)[C@H]1CC[C@H]2N(CCN(C2)C(=O)C2=C3C=CNC3=CC=C2)C1